Methyl 2-(4-bromo-2,5-difluorobenzyl)-1-(4,4-dimethyltetrahydrofuran-3-yl)-7-fluoro-1H-benzo[d]imidazole-6-carboxylate BrC1=CC(=C(CC2=NC3=C(N2C2COCC2(C)C)C(=C(C=C3)C(=O)OC)F)C=C1F)F